C1(CC1)N1N=CC(=C1)C=1C=C(C=2N=CN=C(C2N1)N[C@@H]1CNC[C@H](C1)F)C(=O)N 6-(1-cyclopropyl-1H-pyrazol-4-yl)-4-{[(3S,5S)-5-fluoropiperidin-3-yl]amino}pyrido[3,2-d]pyrimidine-8-carboxamide